1-(1-cyclohexyloxybutyl)triazole C1(CCCCC1)OC(CCC)N1N=NC=C1